CN1CCC(CC1)C(=O)OC[C@@H]1C[C@H]2N(CCC3=CC(=C(C=C23)OC)OC)C[C@H]1CC(C)C [(2R,3S,11bR)-9,10-dimethoxy-3-(2-methylpropyl)-1H,2H,3H,4H,6H,7H,11bH-pyrido[2,1-a]isoquinolin-2-yl]methyl 1-methylpiperidine-4-carboxylate